ClC1=C(C=C(C=C1)OC)C(=O)N1C2COCC1CN(C2)CC2=C(N=C1N2C=CC=C1)C1=CC=C(C=C1)Cl (2-Chloro-5-methoxyphenyl)(7-{[2-(4-chlorophenyl)-imidazo[1,2-a]pyridin-3-yl]methyl}-3-oxa-7,9-diazabicyclo[3.3.1]non-9-yl)methanon